7-bromo-4-fluoro-pyrazolo[1,5-a]pyridine-3-carboxylic acid BrC1=CC=C(C=2N1N=CC2C(=O)O)F